(E)-N-hydroxy-3-(2-(2-methyl-4,5,6,7-tetrahydro-2H-pyrazolo[4,3-c]pyridine-5-carbonyl)phenyl)acrylamide ONC(\C=C\C1=C(C=CC=C1)C(=O)N1CC=2C(CC1)=NN(C2)C)=O